[Na+].[N+](=O)([O-])C1=C(C=C(C(=O)[O-])C=C1)C(=O)O 4-nitroisophthalic acid monosodium salt